(S)-1-(1-(pyridin-2-yl)ethyl)-4-(1-(4-(trifluoromethyl)phenyl)-1H-pyrazolo[4,3-b]pyridin-3-yl)pyridin-2(1H)-one N1=C(C=CC=C1)[C@H](C)N1C(C=C(C=C1)C1=NN(C=2C1=NC=CC2)C2=CC=C(C=C2)C(F)(F)F)=O